COC1=CC=C(C=C1)N1C(C=CC(=C1)C)=O N-(4-methoxyphenyl)-5-methyl-2-pyridone